1-{4-[4-(piperidin-1-yl)piperidine-1-sulfonyl]phenyl}-3-(pyridin-3-ylmethyl)urea N1(CCCCC1)C1CCN(CC1)S(=O)(=O)C1=CC=C(C=C1)NC(=O)NCC=1C=NC=CC1